C(=O)([O-])OC(=O)[O-].N(=N[NH3+])[NH3+] azoammonium dicarbonate